C(C)OP(=O)(C)C1=CC=C(C=C1)C1=C(N(C=2C=C3C=NN(C3=CC21)C(C(C)(C)C)=O)C2=CC=C(C=C2)F)C2CCOCC2 1-[7-[4-[ethoxy(methyl)phosphoryl]phenyl]-5-(4-fluorophenyl)-6-tetrahydropyran-4-yl-pyrrolo[2,3-f]indazol-1-yl]-2,2-dimethyl-propan-1-one